8,8-dimethoxy-3,6-bis(4-methoxyphenyl)octa-2,6-dien COC(C=C(CCC(=CC)C1=CC=C(C=C1)OC)C1=CC=C(C=C1)OC)OC